C(C)OC methyl (ethyl) ether